CC1=C(C=CC=C1)C(CC(C#N)C#N)=O [2-(2-methylphenyl)-2-oxoethyl]malononitrile